2-(3-(difluoromethoxy)-5-fluorophenyl)-3-ethylimidazo[1,2-a]pyridine-7-carboxylic acid FC(OC=1C=C(C=C(C1)F)C=1N=C2N(C=CC(=C2)C(=O)O)C1CC)F